(2S)-2-[3-[[3-(dimethoxymethyl)azetidin-1-yl]isoxazol-5-yl]-3-methyl-butanoyl]-4-hydroxy-N-[(1S)-1-[4-(4-methylthiazol-5-yl)phenyl]ethyl]pyrrolidine-2-carboxamide COC(C1CN(C1)C1=NOC(=C1)C(CC(=O)[C@]1(NCC(C1)O)C(=O)N[C@@H](C)C1=CC=C(C=C1)C1=C(N=CS1)C)(C)C)OC